C(C)(C)(C)OC(=O)N1CC(N(CC1)C1=C(C=CC(=C1)Br)[N+](=O)[O-])=O 4-(5-bromo-2-nitrophenyl)-3-oxopiperazine-1-carboxylic acid tert-butyl ester